tert-butyl 6-(5-bromopyrimidin-2-yl)-2,6-diazaspiro[3.3]heptane-2-carboxylate BrC=1C=NC(=NC1)N1CC2(CN(C2)C(=O)OC(C)(C)C)C1